ethyl 4-cyclopropyl-6-methoxy-1,5-naphthyridine-3-carboxylate C1(CC1)C1=C(C=NC2=CC=C(N=C12)OC)C(=O)OCC